CCC(C=1NC=CN1)NC(CCCCC(=O)NC(CC)C=1NC=CN1)=O N,N'-bis(2-methyl-1-imidazolylethyl)adipamide